2-methyl-2-propyl-1,5-pentanediol CC(CO)(CCCO)CCC